C1(CC1)C1=CC=CC(=N1)C(=O)NC1=CC2=CN(N=C2C=C1C(C)(C)O)C1CCC(CC1)CO 6-Cyclopropyl-N-[2-[4-(hydroxymethyl)cyclohexyl]-6-(1-hydroxy-1-methyl-ethyl)indazol-5-yl]pyridine-2-carboxamide